S(=O)(=O)(ON1C([C@@H](C1=O)NC(/C(/C=1N=C(SC1)N)=N/O[C@@H](COC1=CC=C(C=C1)C=1C=[N+](N(C1)CCCN)C)C(=O)O)=O)(C)C)[O-] (S)-3-((E)-2-(((S)-2-(4-(1-(3-aminopropyl)-2-methyl-1H-pyrazol-2-ium-4-yl) phenoxy)-1-carboxyethoxy) imino)-2-(2-aminothiazol-4-yl) acetamido)-2,2-dimethyl-4-oxoazetidin-1-yl sulfate